N-(2-(5-methyl-1H-indol-3-yl)ethyl)pentanamide CC=1C=C2C(=CNC2=CC1)CCNC(CCCC)=O